COC=1C=C(C[C@@H]2[C@@H]([C@H](OC2)C2=CC(=C(C=C2)OC)OC)COC(\C=C\C)=O)C=CC1OC (E)-2-butenoic acid ((2S,3R,4R)-4-(3,4-dimethoxybenzyl)-2-(3,4-dimethoxyphenyl)-tetrahydrofuran-3-yl)methyl ester